C(#C)C=1C(=C(C(=CC1)OC)C1=C(C(=O)NC=2SC(=NN2)OCCOC)C=CC(=N1)C)F (3-ethynyl-2-fluoro-6-methoxyphenyl)-N-(5-(2-methoxyethoxy)-1,3,4-thiadiazol-2-yl)-6-methylnicotinamide